CC(CC(C(=O)O)CC)CC 4-methyl-2-ethylhexanoic acid